C(C)(C)(C1=CC=CC=C1)OOC(C)(C#CC(C)(C)OOC(C)(C)C1=CC=CC=C1)C 2,5-di(cumylperoxy)-2,5-dimethyl-hexyne